N-({7-methylimidazo[1,2-a]pyridin-2-yl}methyl)-4-oxo-4H-pyrido[1,2-a]pyrimidine-2-carboxamide CC1=CC=2N(C=C1)C=C(N2)CNC(=O)C=2N=C1N(C(C2)=O)C=CC=C1